octanediol ricinoleate C(CCCCCCC\C=C/C[C@H](O)CCCCCC)(=O)OC(CCCCCCC)O